C1=CC=C(C=C1)[C@@H]2[C@H](O2)C3=CC=CC=C3 trans-1,2-diphenylethylene oxide